N1=CN=C2NC=NC2=C1C=1C(=NC=CC1)NC=1C=CC(=C(C1)NC(C1=CC(=C(C=C1)F)C(F)(F)F)=O)F N-(5-(3-(9H-purin-6-yl)pyridin-2-ylamino)-2-fluorophenyl)-4-fluoro-3-(trifluoromethyl)benzamide